ClC=1C=C(C=C(C1)Cl)C1=CC(=CC(=N1)OC=1C=NC(=NC1)N1CCN(CC1)C(=O)OC(C)(C)C)C(=O)OC tert-Butyl 4-(5-((6-(3,5-dichlorophenyl)-4-(methoxycarbonyl)pyridin-2-yl)oxy)pyrimidin-2-yl)piperazine-1-carboxylate